(S)-3-(5-amino-2-((4-((methylsulfonyl)methyl)phenyl)amino)quinazolin-7-yl)-4-methyloxazolidin-2-one NC1=C2C=NC(=NC2=CC(=C1)N1C(OC[C@@H]1C)=O)NC1=CC=C(C=C1)CS(=O)(=O)C